sodium 3-trifluoromethylbenzenesulfinate FC(C=1C=C(C=CC1)S(=O)[O-])(F)F.[Na+]